OCCNC(=O)N1C[C@@H]2CN([C@H](C1)C(C2)(C)C)C2=CC=C(C=C2)OCC (1s,5s)-N-(2-hydroxyethyl)-6-(4-ethoxyphenyl)-9,9-dimethyl-3,6-diazabicyclo[3.2.2]nonane-3-carboxamide